5-[4-[3-(2-pyridylmethoxy)pyrrolidine-1-yl]thieno[2,3-d]pyrimidin-6-yl]-1H-pyrimidine-2,4-dione N1=C(C=CC=C1)COC1CN(CC1)C=1C2=C(N=CN1)SC(=C2)C=2C(NC(NC2)=O)=O